3-(3,5-dichloro-4-(4-hydroxy-3-isopropylbenzyl)phenyl)-4-ethoxy-4-oxobutanoic acid ClC=1C=C(C=C(C1CC1=CC(=C(C=C1)O)C(C)C)Cl)C(CC(=O)O)C(=O)OCC